(2S,4R)-4-fluoro-N-[(S)-[3-fluoro-4-(propan-2-yl)phenyl](phenyl)methyl]-1-[(2S) or (2R)-2-(1H-1,2,3-triazol-5-yl)propanoyl]pyrrolidine-2-carboxamide F[C@@H]1C[C@H](N(C1)C([C@@H](C)C1=CN=NN1)=O)C(=O)N[C@@H](C1=CC=CC=C1)C1=CC(=C(C=C1)C(C)C)F |o1:7|